C1NCC12CCC(CC2)CO (2-azaspiro[3.5]nonan-7-yl)methanol